(S)-4-(2-(2,4-difluorophenoxy)-5-(ethylsulfonylamino)phenyl)-2-methyl-6-(pyrrolidin-3-yloxy)pyridine 1-oxide FC1=C(OC2=C(C=C(C=C2)NS(=O)(=O)CC)C2=CC(=[N+](C(=C2)O[C@@H]2CNCC2)[O-])C)C=CC(=C1)F